O1CCC2=C1C=CC(=C2)C=2C(=NC(=CN2)CCC(F)(F)F)N2CCC(CC2)C(=O)O 1-(3-(2,3-dihydrobenzofuran-5-yl)-6-(3,3,3-trifluoropropyl)pyrazin-2-yl)piperidine-4-carboxylic acid